FC1=C(CP(O)(=O)CC[C@H]2O[C@@H]([C@H]([C@H]([C@@H]2O)O)O)OC2=CC=CC=C2)C(=CC=C1)F (2,6-difluorobenzyl)(2-((2R,3S,4S,5S,6R)-3,4,5-trihydroxy-6-phenoxytetrahydro-2H-pyran-2-yl)ethyl)phosphinic acid